C(=C)SC=1SC2=C(N1)C=CC(=C2)SCC 2-vinylthio-6-ethylthiobenzothiazole